C1(C=CC2=CC=CC=C12)C(C1C=CC2=CC=CC=C12)[Zr]CC1=C(C=CC=C1)N(C)C Bis(indenyl)methyl-(2-(dimethylamino)benzyl)zirconium